N-([1,1'-biphenyl]-4-yl)-[1,1':3',1''-terphenyl]-5'-amine C1(=CC=C(C=C1)NC=1C=C(C=C(C1)C1=CC=CC=C1)C1=CC=CC=C1)C1=CC=CC=C1